C(C)OC(CC1CCNCC1)=O (piperidin-4-yl)acetic acid ethyl ester